1-methylnaphthylchlorid CC1=C(C=CC2=CC=CC=C12)Cl